FC(O[C@@H](C)[C@@H]1CCC=2C(=NC(=CC2C2=C(C=C(C=C2)F)F)C(=O)OCC)O1)F ethyl (S)-2-((S)-1-(difluoromethoxy)ethyl)-5-(2,4-difluorophenyl)-3,4-dihydro-2H-pyrano[2,3-b]pyridine-7-carboxylate